C(C)(C)OC(C)CO monopropylene glycol monoisopropyl ether